4-((5-(6-chloropyridin-3-yl)-1H-pyrazol-3-yl)amino)-3-methylphenol ClC1=CC=C(C=N1)C1=CC(=NN1)NC1=C(C=C(C=C1)O)C